5-(2-chloro-3-fluoro-phenyl)-1-[2-[4-(7-methoxy-2-oxo-4,5-dihydro-1H-1,3-benzodiazepin-3-yl)-1-piperidyl]-2-oxo-ethyl]-3-[2-(1,2,4-triazol-4-yl)ethyl]pyrimidine-2,4-dione ClC1=C(C=CC=C1F)C=1C(N(C(N(C1)CC(=O)N1CCC(CC1)N1C(NC2=C(CC1)C=C(C=C2)OC)=O)=O)CCN2C=NN=C2)=O